ClC=1C(=NC=C(C1)N=C(C1=CC=CC=C1)C1=CC=CC=C1)C(=O)N(C)C 3-chloro-5-((diphenylmethylene)amino)-N,N-dimethylpicolinamide